3-isopropyl-2-(2-methylpyridin-4-yl)-5-((4-(piperidin-4-yloxy)cyclohexyl)oxy)-1H-indole C(C)(C)C1=C(NC2=CC=C(C=C12)OC1CCC(CC1)OC1CCNCC1)C1=CC(=NC=C1)C